BrCC1=CC(=C(CN2C(CCC2)=O)C=C1)I 1-(4-(bromomethyl)-2-iodobenzyl)pyrrolidin-2-one